((4-(4-phenylindolin-1-yl)pyrido[3,2-D]pyrimidin-7-yl)methyl)-D-serine methyl ester COC([C@H](NCC1=CC=2N=CN=C(C2N=C1)N1CCC2=C(C=CC=C12)C1=CC=CC=C1)CO)=O